NC1=NC(=NC=C1C(=O)NC1=C(C=C(C=C1)OC)F)N1CCN(CC1)C1=NC=CC=C1 4-amino-N-(2-fluoro-4-methoxyphenyl)-2-(4-(pyridin-2-yl)piperazin-1-yl)pyrimidine-5-carboxamide